methyl 5-(3-(1-(3-iodobenzyl)-1H-pyrazol-3-yl) phenoxy)-1-tosyl-1H-indole-4-carboxylate IC=1C=C(CN2N=C(C=C2)C=2C=C(OC3=C(C=4C=CN(C4C=C3)S(=O)(=O)C3=CC=C(C)C=C3)C(=O)OC)C=CC2)C=CC1